3-((pyridin-2-ylsulfinyl)methyl)-1H-indole-1-carboxylic acid tert-butyl ester C(C)(C)(C)OC(=O)N1C=C(C2=CC=CC=C12)CS(=O)C1=NC=CC=C1